C(C)(C)C1=CC=C(C=C1)C=1[CH-]C=CC1.[CH-]1C=CC=C1.[Fe+2] 2-[4-isopropylphenyl]ferrocene